Tetrahydrofurfuryl-N,N-dimethylamin C(C1CCCO1)N(C)C